3-(1H-Benzo[d]imidazol-2-yl)-3-(3-chloro-2-hydroxyphenyl)-1-methylindolin-2-one N1C(=NC2=C1C=CC=C2)C2(C(N(C1=CC=CC=C21)C)=O)C2=C(C(=CC=C2)Cl)O